C[C@@H]1N(C[C@H](NC1)C)C1=NOC(=C1)[C@H](C(=O)N1[C@@H](C[C@H](C1)O)C(=O)N[C@@H](C)C1=CC=C(C=C1)C1=C(N=CS1)C)C(C)C (2S,4R)-1-[(2R)-2-[3-[(2S,5R)-2,5-dimethylpiperazin-1-yl]isoxazol-5-yl]-3-methyl-butanoyl]-4-hydroxy-N-[(1S)-1-[4-(4-methylthiazol-5-yl)phenyl]ethyl]pyrrolidine-2-carboxamide